BrC1=CC(=C(C=C1F)SC1CC1)F (4-bromo-2,5-difluorophenyl)(cyclopropyl)sulfane